2-(3-(3-(3-phenylpropyl)-1,2,4-oxadiazol-5-yl)pyrrolidin-1-yl)ethan-1-one C1(=CC=CC=C1)CCCC1=NOC(=N1)C1CN(CC1)CC=O